(3S,4R)-1-(7-(8-Ethyl-7-fluoro-3-hydroxynaphthalen-1-yl)-8-fluoro-2-(((2R,7aS)-2-fluorotetrahydro-1H-pyrrolizin-7a(5H)-yl)methoxy)pyrido[4,3-d]pyrimidin-4-yl)pyrrolidine-3,4-diol C(C)C=1C(=CC=C2C=C(C=C(C12)C1=C(C=2N=C(N=C(C2C=N1)N1C[C@@H]([C@@H](C1)O)O)OC[C@]12CCCN2C[C@@H](C1)F)F)O)F